FC1=C(C(=CC=C1)F)C1=NC=2N(C(=N1)NC1CCC(CC1)N1CCOCC1)N=CC2C2=CC=CC=C2 2-(2,6-difluorophenyl)-N-((1r,4r)-4-morpholinocyclohexyl)-8-phenylpyrazolo[1,5-a][1,3,5]triazin-4-amine